1,4-di(2-hydroxyethyl)piperazine OCCN1CCN(CC1)CCO